5-(7-(difluoromethyl)-6-(1-methyl-1H-pyrazol-4-yl)-3,4-dihydroquinolin-1(2H)-yl)-N,7-dimethyl-1-((2-(trimethylsilyl)ethoxy)methyl)-1H-pyrrolo[2,3-c]pyridine-3-carboxamide FC(C1=C(C=C2CCCN(C2=C1)C=1C=C2C(=C(N1)C)N(C=C2C(=O)NC)COCC[Si](C)(C)C)C=2C=NN(C2)C)F